N(=[N+]=[N-])CCOCCOC1=CC=CC(=C1)[N+](=O)[O-] 2-(2-(2-azidoethoxy)ethoxy)-4-nitrobenzene